4-(2-methylpropan-1-en-1-yl)-2-(4-((4-oxo-3,4-dihydro-quinazolin-2-yl)methyl)piperazin-1-yl)benzonitrile CC(=CC1=CC(=C(C#N)C=C1)N1CCN(CC1)CC1=NC2=CC=CC=C2C(N1)=O)C